5-chloro-2-methylisoquinolin-1(2H)-one ClC1=C2C=CN(C(C2=CC=C1)=O)C